CC1=CC=C2C=NNC2=C1C1=NC(=NC=2CCCCC12)N1CC2(CN(C2)C(=O)OC(C)(C)C)CC1 tert-butyl 6-(4-(6-methyl-1H-indazol-7-yl)-5,6,7,8-tetrahydroquinazolin-2-yl)-2,6-diazaspiro[3.4]octane-2-carboxylate